C1(=CC=C(C=C1)ONC1=CC=CC=C1)C1=CC=C(C=C1)ONC1=CC=CC=C1 4'-(biphenyl-4,4'-diylbis(oxy))dianiline